α-methylene-γ-hydroxybutyric acid C=C(C(=O)O)CCO